OC(CC1=C(OC=C1)C(=O)N)C1=CC=CC=C1 (2-hydroxy-2-phenylethyl)furan-2-carboxamide